COC1=NC2=C(C=CC=C2C=C1)N1N=C(NC1=O)C1CNCCC1 2-(2-methoxyquinolin-8-yl)-5-(piperidin-3-yl)-2,4-dihydro-3H-1,2,4-triazol-3-one